2,3,5-trimethyl-6-octylcyclohexa-2,5-diene-1,4-dione CC=1C(C(=C(C(C1C)=O)C)CCCCCCCC)=O